(6-oxabicyclo[3.1.0]hex-3-yloxy)-tert-butyl-diphenylsilane C12CC(CC2O1)O[Si](C1=CC=CC=C1)(C1=CC=CC=C1)C(C)(C)C